N-deaza-2,6-diaminopurine NC1=CC(=C2NC=NC2=N1)N